CN(CCOC=1C=C2C=C(N(C2=CC1)CC1=NC(=CC=C1)C)C(=O)O)C 5-(2-(dimethylamino)ethoxy)-1-((6-methylpyridin-2-yl)methyl)-1H-indole-2-carboxylic Acid